NC=1C=CC(=C(C1)CC(=O)OC)N1CCN(CC1)C methyl 2-(5-amino-2-(4-methylpiperazin-1-yl)phenyl)acetate